ClC=1C=C(C=NC1OCCO)NC1=NC=CC(=N1)N1C[C@H]2CC[C@@H](C1)N2C(=O)[C@H]2C(C2)(F)F [(1R,5S)-3-(2-{[5-chloro-6-(2-hydroxyethoxy)pyridin-3-yl]amino}pyrimidin-4-yl)-3,8-diazabicyclo[3.2.1]oct-8-yl][(1S)-2,2-difluorocyclopropyl]methanone